(S)-1-(6,7-dichloro-8-methoxy-1-methyl-1,3-dihydro-2H-pyrrolo[3,4-c]quinolin-2-yl)-2-((2-methoxyethyl)(methyl)amino)ethan-1-one ClC1=C(C(=CC=2C3=C(C=NC12)CN([C@H]3C)C(CN(C)CCOC)=O)OC)Cl